methyl 2-(3-methoxy-2-methyl-5,6,7,8-tetrahydroquinolin-5-yl)-1-oxo-5-(((trifluoromethyl)sulfonyl)oxy)-1,2,3,4-tetrahydroisoquinoline-7-carboxylate COC=1C(=NC=2CCCC(C2C1)N1C(C2=CC(=CC(=C2CC1)OS(=O)(=O)C(F)(F)F)C(=O)OC)=O)C